ETHYL 3-HYDROXYOCTANOATE OC(CC(=O)OCC)CCCCC